(R)-6-chloro-7-(2-(((3-chloropyridin-2-yl)oxy)methyl)pyrrolidin-1-yl)-1-(4-fluoro-3-hydroxy-phenyl)-4-oxo-1,4-dihydro-quinoline-3-carboxylic acid ClC=1C=C2C(C(=CN(C2=CC1N1[C@H](CCC1)COC1=NC=CC=C1Cl)C1=CC(=C(C=C1)F)O)C(=O)O)=O